(1s,4s)-4-(4-Ethyl-1-oxoisoindolin-2-yl)-N-(3-methoxy-4-methylphenyl)cyclohexanecarboxamide C(C)C1=C2CN(C(C2=CC=C1)=O)C1CCC(CC1)C(=O)NC1=CC(=C(C=C1)C)OC